C1CC12CNCC2NC(OC(C)(C)C)=O tert-butyl N-{5-azaspiro[2.4]heptan-7-yl}carbamate